FC(C1=CC=CC(=N1)NC(=O)C=1C=C2C=NN(C2=CC1OC)C1OCCCC1)F N-(6-(difluoromethyl)pyridin-2-yl)-6-methoxy-1-(tetrahydro-2H-pyran-2-yl)-1H-indazole-5-carboxamide